1-{2-[(tert-butyldimethylsilyl)oxy]ethyl}-3-[(tert-butyldiphenylsilyl)oxy]azetidine [Si](C)(C)(C(C)(C)C)OCCN1CC(C1)O[Si](C1=CC=CC=C1)(C1=CC=CC=C1)C(C)(C)C